F[B-](F)(F)F.CNC(=O)C1=CC=CC=C1 4-(N-methylcarbamoyl)benzene tetrafluoroborate